[Si](C)(C)(C(C)(C)C)N=S(N1C=[N+](C=C1)C)(=O)C 3-{[(tert-butyldimethylsilyl)imino](methyl)oxo-lambda6-sulfanyl}-1-methylimidazol-1-ium